NC(=O)C=1C=CC(=C(C1)C1=CC(=C(C(=C1F)[2H])OC)C(=O)O)F 5'-Aminocarbonyl-2',6-difluoro-4-methoxy-[1,1'-biphenyl]-3-carboxylic acid-5-d